N-(4-Acetamidophenyl)-3-(4-cyano-3-(trifluoromethyl)phenyl)-2-(trifluoromethyl)oxazolidin-5-carboxamid C(C)(=O)NC1=CC=C(C=C1)NC(=O)C1CN(C(O1)C(F)(F)F)C1=CC(=C(C=C1)C#N)C(F)(F)F